N1N=CC(=C1)C1=CC=C(C=C1)C(=O)C1=CC(=NC=C1)N1CC(CC1)N (4-(1H-pyrazol-4-yl)phenyl)(2-(3-aminopyrrolidin-1-yl)pyridin-4-yl)methanone